CC=1C=C(C=CC1O)C1=CC=C(C=C1)C1=CC=C(C=C1)O 3-methyl-[1,1':4',1''-terphenyl]-4,4''-diol